ClC1=C(C(=CC=C1)Cl)N1N=C(C(=N1)C(=O)N)NC1=CC=C(C=C1)C=1N(C=C(N1)C(F)(F)F)CCOC 2-(2,6-dichlorophenyl)-5-((4-(1-(2-methoxyethyl)-4-(trifluoromethyl)-1H-imidazol-2-yl)phenyl)amino)-2H-1,2,3-triazole-4-carboxamide